(4-(ethoxymethyl)phenyl)(2-(6-methyl-4-((3-methylpyridin-2-yl)amino)pyridin-2-yl)morpholino)methanone C(C)OCC1=CC=C(C=C1)C(=O)N1CC(OCC1)C1=NC(=CC(=C1)NC1=NC=CC=C1C)C